FC(OC1=C(C=C(C=C1)S(=O)(=O)C1COC1)C1=NN(C=C1NC(=O)C=1C=NN2C1N=CC=C2)C)F N-[3-[2-(difluoromethoxy)-5-(oxetan-3-ylsulfonyl)phenyl]-1-methyl-pyrazol-4-yl]pyrazolo[1,5-a]pyrimidine-3-carboxamide